COC1=CC=C(C=C1)S(=O)(C)=NC [(4-methoxyphenyl)(methyl)oxo-λ6-sulfanylidene](methyl)amine